CS(=O)(=O)OC1CCC(CC1)OS(=O)(=O)C 1,4-bis(methylsulfonyloxy)cyclohexane